5-Amino-3-[4-[2-[[5-(2,2-dimethylcyclobutyl)isoxazol-3-yl]amino]-2-oxo-ethyl]phenyl]-1-isopropyl-pyrazole-4-carboxamide NC1=C(C(=NN1C(C)C)C1=CC=C(C=C1)CC(=O)NC1=NOC(=C1)C1C(CC1)(C)C)C(=O)N